ethyl 1-(3,5-dichlorophenyl methyl)-5-methyl-1H-1,2,3-triazole-4-carboxylate (ethyl 1-(3,5-dichlorobenzyl)-5-methyl-1H-1,2,3-triazole-4-carboxylate) C(C)N1N(C(=C(N1)C(=O)O)C)CC1=CC(=CC(=C1)Cl)Cl.ClC=1C=C(C=C(C1)Cl)CN1N=NC(=C1C)C(=O)OCC